4-[2-(cyclopropylmethyl)cyclopropyl]-6-(2,4-dimethoxypyrimidine-5-yl)pyridazin-3-amine C1(CC1)CC1C(C1)C1=C(N=NC(=C1)C=1C(=NC(=NC1)OC)OC)N